2-[({5-[5-(trifluoromethyl)-1,2,4-oxadiazol-3-yl]pyridin-2-yl}methyl)amino]pyridine-4-carboxamide FC(C1=NC(=NO1)C=1C=CC(=NC1)CNC1=NC=CC(=C1)C(=O)N)(F)F